tri(6-hydroxyhexyl)amine OCCCCCCN(CCCCCCO)CCCCCCO